N1=CC(=CC=C1)CCCC=1C=NC=CC1 1,3-di(pyridin-3-yl)propane